1-(4-chlorophenyl)-1-hydroxypropan-2-one ClC1=CC=C(C=C1)C(C(C)=O)O